3-chloro-5-isopropyl-8-(3-methyl-1-((2-(trimethylsilyl)ethoxy)methyl)-1H-1,2,4-triazol-5-yl)isoquinoline ClC=1N=CC2=C(C=CC(=C2C1)C(C)C)C1=NC(=NN1COCC[Si](C)(C)C)C